1-trifluoromethyl-4-(2-methyltelluro-propyl)benzene FC(C1=CC=C(C=C1)CC(C)[Te]C)(F)F